N1(CCOCC1)CCN1C=NC2=CC=C(C=C2C1=O)B1OC(C(O1)(C)C)(C)C 3-(2-Morpholinylethyl)-6-(4,4,5,5-tetramethyl-1,3,2-dioxaborolan-2-yl)quinazolin-4(3H)-one